2-(6-acetyl-3-carbamoyl-1H-indazol-1-yl)acetic acid C(C)(=O)C1=CC=C2C(=NN(C2=C1)CC(=O)O)C(N)=O